4-[2-(2-methoxybenzoyl)-2,3,4,9-tetrahydro-1H-β-carbolin-9-ylmethyl]-N-hydroxybenzoamide COC1=C(C(=O)N2CC=3N(C4=CC=CC=C4C3CC2)CC2=CC=C(C(=O)NO)C=C2)C=CC=C1